4,4'-diaminodiphenylacetic acid C1=CC(=CC=C1C(C2=CC=C(C=C2)N)C(=O)O)N